(1S,3S)-3-((2-(5-Chloro-3-(((5-(cyclobutylmethyl)-1,2,4-oxadiazol-3-yl)amino)methyl)thiophene-2-yl)-4-methylpyrimidin-5-yl)oxy)cyclohexane-1-carboxylic acid ClC1=CC(=C(S1)C1=NC=C(C(=N1)C)O[C@@H]1C[C@H](CCC1)C(=O)O)CNC1=NOC(=N1)CC1CCC1